C(CCCCCCC)[NH3+] n-Octyl-Ammonium